NC1=C(C=C(C2=CC=CC=C12)S(=O)(=O)O)N=NC=1C=NC(=CC1)C1=CC=C(C=C1)OC(C)C 4-amino-3-[6-(4-isopropoxyphenyl)pyridin-3-ylazo]naphthalene-1-sulfonic acid